2-(((1R,2S)-2-((E)-1-phenylbut-1-en-2-yl)cyclopropyl)amino)-7-azaspiro[3.5]nonane-7-carboxylic acid tert-butyl ester C(C)(C)(C)OC(=O)N1CCC2(CC(C2)N[C@H]2[C@@H](C2)/C(=C/C2=CC=CC=C2)/CC)CC1